ClC1=NC(=NC(=C1)Cl)N(C1C[C@H]2CCC[C@@H](C1)N2)C (1R,3s,5S)-N-(4,6-dichloropyrimidin-2-yl)-N-methyl-9-azabicyclo[3.3.1]nonan-3-amine